C(C)N(CC)C(C)CCC N,N-diethyl-propyl-ethylamine